3,5-dimethyl-piperidine CC1CNCC(C1)C